1-CYCLOPROPYL-7-FLUORO-8-METHOXY-4-OXO-1,4-DIHYDROQUINOLINE-3-CARBALDEHYDE C1(CC1)N1C=C(C(C2=CC=C(C(=C12)OC)F)=O)C=O